FC1=C(C(=O)O)C(=C(C(=C1F)OC(F)F)F)F 2,3,5,6-tetrafluoro-4-difluoromethoxybenzoic acid